ClC1=C(OC2=C(C=CC3=C2NC(=NS3(=O)=O)NCC3=NC=CC=C3Cl)F)C=CC=C1 5-(2-chlorophenoxy)-3-(((3-chloropyridin-2-yl)methyl)amino)-6-fluoro-4H-benzo[e][1,2,4]thiadiazine 1,1-dioxide